C1(=CC=CC=C1)P(C1(C(=C2C=CC=CC2=CC1)C1=CC=CC2=CC=CC=C12)P(C1=CC=CC=C1)C1=CC=CC=C1)C1=CC=CC=C1 2,2-di(Diphenylphosphino)-1,1-binaphthyl